3-(dimethylcarbamoyl)-phenylboronic acid CN(C(=O)C=1C=C(C=CC1)B(O)O)C